N-(6-(furan-3-yl)-2-(3-hydroxy-3-methylbutyl)-2H-indazol-5-yl)-2-(pyridin-4-yl)Thiazole-4-carboxamide O1C=C(C=C1)C=1C(=CC2=CN(N=C2C1)CCC(C)(C)O)NC(=O)C=1N=C(SC1)C1=CC=NC=C1